C1(CC1)CN1N=CC=2C1=NC=NC2NC=2N=CN(C2)C2=CC(=C(C(=C2)OC)OC)OC (cyclopropylmethyl)-N-(1-(3,4,5-trimethoxyphenyl)-1H-imidazol-4-yl)-1H-pyrazolo[3,4-d]pyrimidin-4-amine